1,3-dibromo-1-propyl-1,3-disilacyclobutane Br[Si]1(C[SiH](C1)Br)CCC